tert-butyl 4-(9-chloro-10-(2,4-difluorophenyl)-5-oxo-2,3-dihydro-5H-[1,4]thiazino[2,3,4-ij]quinazolin-7-yl)piperazine-1-carboxylate ClC=1C=C2C(=NC(N3C2=C(C1C1=C(C=C(C=C1)F)F)SCC3)=O)N3CCN(CC3)C(=O)OC(C)(C)C